1-(3-Butyryl-2,6-dihydroxy-4-methoxy-5-methylphenyl)-N,N-dimethyl-ammonium C(CCC)(=O)C=1C(=C(C(=C(C1OC)C)O)C[NH2+]C)O